CC(C(=O)N1N=CCC1C1=CC=C(C=C1)C(F)(F)F)(C)C 2,2-dimethyl-1-(5-(4-(trifluoromethyl)phenyl)-4,5-dihydro-1H-pyrazol-1-yl)propan-1-one